[Os].NC1=NC(=CC=2N1N=C(N2)C(O)C2=C(C=CC=C2C=O)F)C=2C(=C(C#N)C=CC2)F 3-(5-Amino-2-((2-fluoro-6-formylphenyl)(hydroxy)methyl)-[1,2,4]triazolo[1,5-c]pyrimidin-7-yl)-2-fluorobenzonitrile Osmium